triazolo[4,5-b]pyridinium 3-oxide hexafluorophosphate F[P-](F)(F)(F)(F)F.[NH+]=1N[N+](=C2N=CC=CC21)[O-]